COCC(C)OCC(C)O 1-((1-methoxypropane-2-yl)oxy)propan-2-ol